2,2,4,4-tetramethylcyclobutoxybenzonitrile CC1(C(C(C1)(C)C)OC1=C(C#N)C=CC=C1)C